N1=CCC(=CC2=C1C=CC=C2)C(=O)[O-] 3H-1-benzazepine-4-carboxylate